3-Ethyl-5-(2-hydroxyethyl)-4-methylthiazole bromide [Br-].C(C)N1CSC(=C1C)CCO